4-chloro-7-(6-((3S,5R)-3,5-dimethylpiperidin-1-yl)-5-fluoropyridin-3-yl)-5,5-dimethyl-5,7-dihydro-6H-pyrrolo[2,3-d]pyrimidin-6-one ClC=1C2=C(N=CN1)N(C(C2(C)C)=O)C=2C=NC(=C(C2)F)N2C[C@H](C[C@H](C2)C)C